ClCCN1C2=C(NC(C3=C1C=CC(=C3)F)C(F)(F)F)C=CC=C2 5-(2-chloroethyl)-2-fluoro-11-(trifluoromethyl)-10,11-dihydro-5H-dibenzo[b,e][1,4]diazepine